C(C#CC)(=O)N1[C@@H](CCC1)COC=1C=NC=CC1N1C=C(C=2C(NCCC21)=O)NC2=C(C(=CC=C2)F)CC (3-{[(2S)-1-(but-2-ynoyl)pyrrolidin-2-yl]methoxy}pyridin-4-yl)-3-[(2-ethyl-3-fluorophenyl)amino]-1H,5H,6H,7H-pyrrolo[3,2-c]pyridin-4-one